3-octadecylamine CCC(CCCCCCCCCCCCCCC)N